2,2'-((4-((4-amino-2-butyl-1H-imidazo[4,5-d]thieno[3,2-b]pyridin-1-yl)methyl)benzyl)azanediyl)diacetic acid NC1=C2C(=C3C(=N1)C=CS3)N(C(=N2)CCCC)CC2=CC=C(CN(CC(=O)O)CC(=O)O)C=C2